3-(3-methoxybenzylaminoethyl)-1H-indole COC=1C=C(CNCCC2=CNC3=CC=CC=C23)C=CC1